2-acetamido-2-(4-(ethylsulfonyl)phenyl)-N-(6-(6-methyl-1-((S)-1-(p-tolyl)ethyl)-1H-benzo[d]imidazol-2-yl)pyridin-3-yl)acetamide C(C)(=O)NC(C(=O)NC=1C=NC(=CC1)C1=NC2=C(N1[C@@H](C)C1=CC=C(C=C1)C)C=C(C=C2)C)C2=CC=C(C=C2)S(=O)(=O)CC